(1S,3aR,6aS)-N-((S)-1-cyano-2-((S)-2-oxopiperidin-3-yl)ethyl)-5,5-difluoro-2-(9-hydroxy-9H-fluorene-9-carbonyl)octahydrocyclopenta[c]pyrrole-1-carboxamide C(#N)[C@H](C[C@H]1C(NCCC1)=O)NC(=O)[C@H]1N(C[C@H]2[C@@H]1CC(C2)(F)F)C(=O)C2(C1=CC=CC=C1C=1C=CC=CC21)O